7-nitro-3-Oxo-4-phenyl-3,4-dihydro-2H-benzo[b][1,4]oxazine-6-carboxamide [N+](=O)([O-])C=1C(=CC2=C(OCC(N2C2=CC=CC=C2)=O)C1)C(=O)N